COCCCC1(CCCCC1)CN1N=CC(=C1C)B1OC(C(O1)(C)C)(C)C 1-[[1-(3-methoxypropyl)cyclohexyl]methyl]-5-methyl-4-(4,4,5,5-tetramethyl-1,3,2-dioxaborolan-2-yl)pyrazole